The molecule is an acetylspermidine that is 1,8-diamino-4-azaoctane in which one of the hydrogens of the amino group attached to C-8 is replaced by an acetyl group. It has a role as a human metabolite and an Escherichia coli metabolite. It is a conjugate base of a N(8)-acetylspermidinium(2+). CC(=O)NCCCCNCCCN